FC1=CC=C(C=C1)C=1N=CN(C1C=1C=CC=2N(C1)C(=CN2)C(=O)N)CC(C)(C)O 6-(4-(4-fluorophenyl)-1-(2-hydroxy-2-methyl-propyl)-1H-imidazol-5-yl)imidazo[1,2-a]pyridine-3-carboxamide